[N+]([O-])([O-])([O-])[O-] orthonitrate